C(C1=CC=CC=C1)NC=1C(=NC(=NC1)NC=1C=NN(C1)C)NC=1C=C(C=CC1)NC(\C=C\CN(C)C)=O (E)-N-(3-((5-(benzylamino)-2-((1-methyl-1H-pyrazol-4-yl)amino)pyrimidin-4-yl)amino)phenyl)-4-(dimethylamino)but-2-enamide